4-(3,5-dimethylisoxazol-4-yl)-N1-(trans-(1r,3r)-3-methoxycyclopentyl)benzene-1,2-diamine CC1=NOC(=C1C=1C=C(C(=CC1)N[C@H]1C[C@@H](CC1)OC)N)C